4-methyl-3-(5-{thieno[2,3-b]pyridin-6-yl}-1,2,4-oxadiazol-3-yl)pyridine CC1=C(C=NC=C1)C1=NOC(=N1)C1=CC=C2C(=N1)SC=C2